COCCCC1=CN=C(C(=N1)N1CCC(CC1)C(=O)O)C1=CC=C(C=C1)SC 1-(6-(3-methoxypropyl)-3-(4-(methylthio)phenyl)pyrazin-2-yl)piperidine-4-carboxylic acid